ClC1=C(C=CC(=C1)OC1=CC=CC=C1)C(=O)C1=CNC=2N=CN=C(C21)N[C@H]2CO[C@@H](CC2)CO (2-chloro-4-phenoxyphenyl)-[4-[[(3R,6S)-6-(hydroxymethyl)oxan-3-yl]amino]-7H-pyrrolo[2,3-d]pyrimidin-5-yl]methanone